COC(C(CC1=CC(NC2=CC=CC=C12)=O)NC([C@H](CC(C)C)NC(=O)C=1NC2=CC=CC(=C2C1)OC)=O)=O methyl-2-[[(2S)-2-[(4-methoxy-1H-indole-2-carbonyl)amino]-4-methyl-pentanoyl] amino]-3-(2-oxo-1H-quinolin-4-yl)propanoate